OCC12COP(OC1)OC2 4-Hydroxymethyl-1-phospha-2,6,7-trioxabicyclo[2.2.2]octan